(R)-N-(2-(1-isopropyl-2-methyl-1,2,5,6-tetrahydropyridin-3-yl)thieno[2,3-b]pyridin-4-yl)benzo[d]thiazol-5-amine C(C)(C)N1[C@@H](C(=CCC1)C1=CC=2C(=NC=CC2NC=2C=CC3=C(N=CS3)C2)S1)C